3-(Cyclopropylmethyl)-4-(3-iodo-1-methyl-1H-pyrazolo[3,4-d]pyrimidin-6-yl)piperazine-1-carboxamide C1(CC1)CC1CN(CCN1C1=NC=C2C(=N1)N(N=C2I)C)C(=O)N